7-methyl-3-(2-azaspiro[3.5]nonan-7-yl)-3,7,8,9-tetrahydro-6H-imidazo[4,5-f]quinoline-6-carboxylate CC1N(C2=CC=C3C(=C2CC1)N=CN3C3CCC1(CNC1)CC3)C(=O)[O-]